1-Octadecanoxy-2,4-diaminobenzene C(CCCCCCCCCCCCCCCCC)OC1=C(C=C(C=C1)N)N